NC1=NC=2C=C(C(=CC2C2=C1C=NN2C)C(=O)N(CC2=NC=C(C=C2)C(F)(F)F)N2C(CN(CC2)C)=O)F 4-amino-7-fluoro-1-methyl-N-(4-methyl-2-oxo-piperazin-1-yl)-N-[[5-(trifluoromethyl)-2-pyridyl]methyl]pyrazolo[4,3-c]quinoline-8-carboxamide